FC(CC(C(=O)NC1=NC=CC(=C1)C1=C(C2=NC(=CC(=C2N1)OCC1OCCC1)F)C1=NC=CC=C1)C1=CC=C(C=C1)F)F 4,4-difluoro-N-{4-[5-fluoro-7-{[oxolan-2-yl]methoxy}-3-(pyridin-2-yl)-1H-pyrrolo[3,2-b]pyridin-2-yl]pyridin-2-yl}-2-(4-fluorophenyl)butanamide